C(C)(C)(C)C1=CC=C(C=C1)C(C)=O 4'-TertButyl-Acetophenone